methyltris(2-hydroxyethyl)ammonium methylsulfate COS(=O)(=O)[O-].C[N+](CCO)(CCO)CCO